N-((Z)-3-(methylamino)-3-(methylimino)propyl)-1H-pyrrole-2-carboxamide CN\C(\CCNC(=O)C=1NC=CC1)=N/C